CN1N=C(C=C1)C(=O)N[C@@H]1[C@H](N(C(C1)=O)C=1C=C2C=NN(C2=CC1)C1=CN(C(C=C1)=O)C)C1=CC=CC=C1 1-methyl-N-[(2R,3S)-1-[1-(1-methyl-6-oxo-3-pyridyl)indazol-5-yl]-5-oxo-2-phenyl-pyrrolidin-3-yl]pyrazole-3-carboxamide